C1(CCCCCCC1)C(NC(=O)C=1C(=NOC1)C)C1=NC2=C(N1)C=CC(=C2F)C2NCCOC2 N-{cyclooctyl-[4-fluoro-5-(morpholin-3-yl)-1H-benzoimidazol-2-yl]methyl}-3-methyl-isoxazole-4-carboxamide